7-fluoro-2-((2R,4S)-2-hydroxy-4-((6-oxo-5-(trifluoromethyl)-1,6-dihydropyridazin-4-yl)oxy)pentyl)-6-(5-(trifluoromethyl)pyrimidin-2-yl)isoquinolin-1(2H)-one FC1=C(C=C2C=CN(C(C2=C1)=O)C[C@@H](C[C@H](C)OC=1C=NNC(C1C(F)(F)F)=O)O)C1=NC=C(C=N1)C(F)(F)F